Cl.ClC1=C(C=CC=C1)S(=O)(=O)NC1=NC=C(C=C1)C1=NC=2C=NC(=NC2N(C1=O)C(C)C)NC1CC(C(CC1)N(C)C)F 2-Chloro-N-(5-(2-((4-(dimethylamino)-3-fluorocyclohexyl)amino)-8-isopropyl-7-oxo-7,8-dihydropteridin-6-yl)pyridin-2-yl)benzenesulfonamide hydrochloride